NC=1N=NC(=C(N1)N)C1=CC(=C(C(=C1)OC)OC)OC 3,5-diamino-6-(3,4,5-trimethoxyphenyl)-1,2,4-triazine